3-{[3-(5-Methyl-1,2,4-oxadiazol-3-yl)phenyl]formamido}-N-[4-(2,2,2-trifluoroethoxy)-[1,3]thiazolo[5,4-c]pyridin-2-yl]propenamide CC1=NC(=NO1)C=1C=C(C=CC1)C(=O)NC=CC(=O)NC=1SC=2C(=NC=CC2N1)OCC(F)(F)F